3-ethyl-1-heptanol C(C)C(CCO)CCCC